3,5-Difluoro-4-[[5-(3-fluoro-2-pyridyl)-4-methyl-1,2,4-triazol-3-yl]sulfanyl]benzol FC=1C=CC=C(C1SC1=NN=C(N1C)C1=NC=CC=C1F)F